FC(CN1N=CC=2C1=NC(=CN2)N2CC1(CNC1)CC2)F 1-(2,2-difluoroethyl)-6-(2,6-diazaspiro[3.4]octan-6-yl)-1H-pyrazolo[3,4-b]pyrazine